17-iodoandrostane-5,16-diene IC=1[C@]2(C)[C@@H](CC1)[C@@H]1CC=C3CCCC[C@]3(C)[C@H]1CC2